(2S,5S)-2-methyl-5-((toluenesulfonyloxy)methyl)-1,4-diazepan C[C@@H]1NCC[C@H](NC1)COS(=O)(=O)CC1=CC=CC=C1